2-((4-((R)-2-(4-chloro-2-fluorophenyl)-2H-chromen-8-yl-2-d)piperidin-1-yl)methyl)-3-(((S)-oxabutane-2-yl)methyl)-3H-imidazo[4,5-b]pyridine-5-carboxylic acid ClC1=CC(=C(C=C1)[C@@]1(OC2=C(C=CC=C2C=C1)C1CCN(CC1)CC1=NC=2C(=NC(=CC2)C(=O)O)N1C[C@@H](O)CC)[2H])F